FC1=C(C(=CC=C1)B1OC(C(O1)(C)C)(C)C)N(C(OC(C)(C)C)=O)C tert-butyl (2-fluoro-6-(4,4,5,5-tetramethyl-1,3,2-dioxaborolan-2-yl)phenyl)(methyl)carbamate